C(C)(C)(C)OC(=O)N1[C@@H](COCC1)CN (R)-3-(Aminomethyl)morpholine-4-carboxylic acid tert-butyl ester